FC1=C(C=C(C=C1)C(NCCN1CC2N(C(C1)=O)CCC2)=O)NC(=O)C=2C=C1C(=NC2)NC(=C1)C=1C=NN(C1)C N-(2-fluoro-5-((2-(4-oxohexahydropyrrolo[1,2-a]pyrazin-2(1H)-yl)ethyl)carbamoyl)phenyl)-2-(1-methyl-1H-pyrazol-4-yl)-1H-pyrrolo[2,3-b]pyridine-5-carboxamide